1-(2-(1-methylpiperidin-4-yl)ethyl)-1H-pyrazole-5-carboxylic acid methyl ester COC(=O)C1=CC=NN1CCC1CCN(CC1)C